2-methyl-6-(6-azaspiro[2.5]oct-6-yl)benzamide CC1=C(C(=O)N)C(=CC=C1)N1CCC2(CC2)CC1